4-(((4-(benzo[d]oxazol-2-yl)-5-hydroxy-1-methyl-6-oxo-1,6-dihydropyrimidin-2-yl)(methyl)amino)(phenyl)methyl)benzamide O1C(=NC2=C1C=CC=C2)C=2N=C(N(C(C2O)=O)C)N(C)C(C2=CC=C(C(=O)N)C=C2)C2=CC=CC=C2